N-(2-cyano-6-isopropylphenyl)-4-{5-[(1S,2S)-2-fluorocyclopropyl]-1,2,4-oxadiazol-3-yl}-4-methylpiperidine-1-carboxamide C(#N)C1=C(C(=CC=C1)C(C)C)NC(=O)N1CCC(CC1)(C)C1=NOC(=N1)[C@H]1[C@H](C1)F